COC1=C(C=C(C=C1)NC1=NC(=CC(=N1)NC)C)OCCCN1C(CCC1)C N2-(4-methoxy-3-(3-(2-methylpyrrolidin-1-yl)propoxy)phenyl)-N4,6-dimethylpyrimidine-2,4-diamine